N-((1R,3S)-3-((5-bromo-2-chloropyrimidin-4-yl)amino)cyclopentanyl)cyclopropaneformamide BrC=1C(=NC(=NC1)Cl)N[C@@H]1C[C@@H](CC1)NC(=O)C1CC1